(S)-(1-(5-Bromo-2-methylpyridin-3-yl)pyrrolidin-2-yl)methanol BrC=1C=C(C(=NC1)C)N1[C@@H](CCC1)CO